diisopropylamine isostearate C(CCCCCCCCCCCCCCC(C)C)(=O)O.C(C)(C)NC(C)C